ClC=1C=C(C=CC1)CC(OC(=O)N[C@@H](CC(C)C)C(=O)OC)C1=CC=CC=C1 methyl ((2-(3-chlorophenyl)-1-phenylethoxy) carbonyl)-L-leucinate